6-(4-ethoxyphenyl)-N-((5-methoxypyridin-3-yl)methoxy)pyrazine-2-carboxamide C(C)OC1=CC=C(C=C1)C1=CN=CC(=N1)C(=O)NOCC=1C=NC=C(C1)OC